2-(3aR,6aS)-(5-(2,5-difluorophenyl)-4,5-dihydro-1H-pyrazole-1-carbonyl)hexahydrocyclopenta[C]pyrrol FC1=C(C=C(C=C1)F)C1CC=NN1C(=O)N1C[C@@H]2[C@H](C1)CCC2